NC1=C(C(N(C(N1)=O)CC#C)=O)NC(CC1=CC=CC2=CC=CC=C12)=O N-(6-Amino-2,4-dioxo-3-(prop-2-yn-1-yl)-1,2,3,4-tetrahydropyrimidin-5-yl)-2-(naphthalen-1-yl)acetamide